(S)-1-(2-aminoacetyl)pyrrolidine-2-carbonitrile hydrochloride Cl.NCC(=O)N1[C@@H](CCC1)C#N